OC(CCCCCCCC(=O)O)C(C=CC(CC=CCC)O)O 9,10,13-trihydroxyoctadeca-11,15-dienoic acid